2-(4-bromo-3-fluorophenyl)-5-ethyl-1,3-dioxane BrC1=C(C=C(C=C1)C1OCC(CO1)CC)F